[O-]CCC.[Fe+2].[O-]CCC Iron n-propoxide